OC(=O)C(F)(F)F.NCC(=O)O Glycine TFA salt